3-(3,5-bis(trifluoromethyl)-1H-1,2,4-triazol-1-yl)-N-(2-methylpyrimidin-5-yl)acrylamide FC(C1=NN(C(=N1)C(F)(F)F)C=CC(=O)NC=1C=NC(=NC1)C)(F)F